Cl.F/C=C(\CN)/COC1=CC=C(C=C1)C=1N=NN(N1)C (E)-3-fluoro-2-[[4-(2-methyl-2H-tetrazol-5-yl)phenoxy]methyl]prop-2-en-1-amine hydrochloride